C1(CCCCC1)N1C(C=C(C2=C1N=C(N=C2)NC2=CC=C(C=C2)N2CCN(CC2)C)C#C)=O 8-cyclohexyl-5-ethynyl-2-((4-(4-methylpiperazin-1-yl)phenyl)amino)pyrido[2,3-d]pyrimidin-7(8H)-one